5-((4-pentylphenyl)ethynyl)-2-propionamidobenzoic acid C(CCCC)C1=CC=C(C=C1)C#CC=1C=CC(=C(C(=O)O)C1)NC(CC)=O